Imidazole-1-sulfonylazide N1(C=NC=C1)S(=O)(=O)N=[N+]=[N-]